7-(6-((3-(4-fluorophenyl)-5-methylisoxazol-4-yl)methoxy)pyridin-3-yl)-1-methyl-2,3-dihydroimidazo[1,2-c]pyrimidin-5(1H)-one copper-zinc-nickel-tin [Sn].[Ni].[Zn].[Cu].FC1=CC=C(C=C1)C1=NOC(=C1COC1=CC=C(C=N1)C=1C=C2N(C(N1)=O)CCN2C)C